C1[C@]23C(=CC=NC2=CCC1)C=CC=C3 (s)-2,3-dihydro-1H-benzo[D]quinoline